2-(9,10-bis(naphthalen-2-yl)anthracen-2-yl)-4,4,5,5-tetramethyl-1,3,2-dioxaborolan C1=C(C=CC2=CC=CC=C12)C=1C2=CC=CC=C2C(=C2C=CC(=CC12)B1OC(C(O1)(C)C)(C)C)C1=CC2=CC=CC=C2C=C1